BrC=1C=C(C=CC1)[C@@H](C)NC1=NC(=NC2=CC(=C(C=C12)OC)OCCCCCCCCCCCNC1=C2C(N(C(=NC2=CC=C1)C)C1C(NC(CC1)=O)=O)=O)C 3-(5-((11-((4-(((R)-1-(3-bromophenyl)ethyl)amino)-6-methoxy-2-methyl-quinazolin-7-yl)oxy)undecyl)amino)-2-methyl-4-oxoquinazolin-3(4H)-yl)piperidine-2,6-dione